CCC(OC(=O)C)OC(=O)C propanediol diacetate